N1(N=CN=C1)CC12CC(NC2C1)C(=O)O.C(CCCCCCCCCCCCCCCCCCCCC)S(=O)(=O)O behenyl-sulfonate 5-((1H-1,2,4-triazol-1-yl)methyl)-2-azabicyclo[3.1.0]hexane-3-carboxylate